NC1=C2C(=NC=N1)N(N=C2C2=CC=C(C=C2)OC2=CC=CC=C2)[C@H]2CN(CCC2)CC2CCN(CC2)CCC2CCN(CC2)C=2C=C1CN(C(C1=CC2)=O)C2C(NC(CC2)=O)=O 3-(5-(4-(2-(4-(((R)-3-(4-amino-3-(4-phenoxyphenyl)-1H-pyrazolo[3,4-d]pyrimidin-1-yl)piperidin-1-yl)methyl)piperidin-1-yl)ethyl)piperidin-1-yl)-1-oxoisoindolin-2-yl)piperidine-2,6-dione